NC1CCC(C(C1)O)N(C)CC=1C=C2C=CC=NC2=CC1F 5-amino-2-(((7-fluoroquinolin-6-yl)methyl)(methyl)amino)cyclohexan-1-ol